C(C)(C)(C)OC(=O)C1(CCC1)C(=O)OC(C)(C)C cyclobutane-1,1-dicarboxylic acid di-tert-butyl ester